CN1CCN(CC1)C[SiH](C=1C=C(C=C)C=CC1)COCC 3-[(4-methylpiperazine-1-yl)methylethoxymethylsilyl]styrene